BrC1=C(N)C(=CC=C1)C=1C2=CC=C(C=C2C=C2C=CC(=CC12)C(C)(C)C)C(C)(C)C 2-bromo-6-(2,6-di-tert-butylanthracen-9-yl)aniline